ClC1=CC=C(C(=N1)C(=O)O)N[C@H](C)C1=C2N=C(C(=NC2=CC(=C1)C)C#N)N1CC2(CC2)C(C1)(F)F (R)-6-chloro-3-((1-(2-cyano-3-(7,7-difluoro-5-azaspiro[2.4]heptan-5-yl)-7-methylquinoxalin-5-yl)ethyl)amino)picolinic acid